amino-7-(3-fluorobenzyl)-9-((2R,3R,5S)-3-hydroxy-5-(hydroxymethyl)tetrahydrofuran-2-yl)-7,9-dihydro-1H-purine-6,8-dione NN1C=NC=2N(C(N(C2C1=O)CC1=CC(=CC=C1)F)=O)[C@@H]1O[C@@H](C[C@H]1O)CO